difluoromethylindolemethanol FC(F)C1=C(NC2=CC=CC=C12)CO